COC1=CC=C(CNC(=O)NC2CC3(C2)CC(C3)C(=O)N3CCN(CC3)C3COC3)C=C1 1-(4-methoxybenzyl)-3-(6-(4-(oxetan-3-yl)piperazine-1-carbonyl)spiro[3.3]hept-2-yl)urea